(1s,3s)-3-(2-(trifluoromethyl)-1H-imidazo[4,5-c]pyridin-1-yl)cyclobutan-1-ol FC(C=1N(C2=C(C=NC=C2)N1)C1CC(C1)O)(F)F